4-(4-(3,8-diazabicyclo[3.2.1]octan-3-yl)-8-fluoro-2-((2-methylenetetrahydro-1H-pyrrolizin-7a(5H)-yl)methoxy)pyrido[4,3-d]pyrimidin-7-yl)-5,6-difluoronaphthalen-2-ol C12CN(CC(CC1)N2)C=2C1=C(N=C(N2)OCC23CCCN3CC(C2)=C)C(=C(N=C1)C1=CC(=CC2=CC=C(C(=C12)F)F)O)F